N-methyl-2-(phenylamino)-N-[(3S)-pyrrolidin-3-yl]pyridine-3-sulfonamide CN(S(=O)(=O)C=1C(=NC=CC1)NC1=CC=CC=C1)[C@@H]1CNCC1